CC1=C2COC(C2=CC=C1C1CNCCC1)=O 4-methyl-5-(piperidin-3-yl)isobenzofuran-1(3H)-one